4-(((6-(5-((((cyclobutylmethyl)(methyl)carbamoyl)oxy)methyl)-1-methyl-1H-1,2,3-triazol-4-yl)-2-methylpyridin-3-yl)oxy)methyl)bicyclo[2.1.1]hexane-1-carboxylic acid C1(CCC1)CN(C(=O)OCC1=C(N=NN1C)C1=CC=C(C(=N1)C)OCC12CCC(C1)(C2)C(=O)O)C